C(C)(=O)O\C=C/CCCCCC (2Z)-octen-1-ol acetate